(S)-4-(2-(8-fluoro-2-methylimidazo[1,2-a]pyridin-6-yl)-4-oxo-4H-pyrido[1,2-a][1,3,5]triazin-7-yl)-2-methylpiperazine-1-carboxylic acid tert-butyl ester C(C)(C)(C)OC(=O)N1[C@H](CN(CC1)C=1C=CC=2N(C(N=C(N2)C=2C=C(C=3N(C2)C=C(N3)C)F)=O)C1)C